6-ethyl-2-methyl-6H-thieno[2,3-b]pyrrole-5-carboxylic acid ethyl ester C(C)OC(=O)C1=CC2=C(N1CC)SC(=C2)C